tris(3-propoxy)silane CCCO[SiH](OCCC)OCCC